COC(=O)C=1C(=NC(=CC1CBr)Cl)OC.ClC1=CC2=C(C(=N1)OC)C(N(C2)C2C(NC(CC2)=O)=O)=O 3-(6-Chloro-4-methoxy-3-oxo-1,3-dihydro-2H-pyrrolo[3,4-c]pyridin-2-yl)piperidine-2,6-dione Methyl-4-(bromomethyl)-6-chloro-2-methoxypyridine-3-carboxylate